NC1=NC=NC(=C1OCCN(C(OC(C)(C)C)=O)C)C1=C(C(=CC(=C1)F)NC(=O)C=1C(=CC2=C(CC(O2)(C)C)C1)F)C Tert-butyl (2-((4-amino-6-(5-fluoro-3-(6-fluoro-2,2-dimethyl-2,3-dihydrobenzofuran-5-carboxamido)-2-methylphenyl)pyrimidin-5-yl)oxy)ethyl)(methyl)carbamate